FC1=NC=C(C=C1CCNC(=O)C1=NC(=CN=C1)C=1C=NC(=CC1)OC)OC N-(2-(2-fluoro-5-methoxypyridin-3-yl)ethyl)-6-(6-methoxypyridin-3-yl)pyrazine-2-carboxamide